FC1=CC(=CC2=CN(N=C12)C)C1=CC2=C(C=N1)N=C(S2)NC2CC(NC(C2)(C)C)(C)C 6-(7-fluoro-2-methyl-2H-indazol-5-yl)-N-(2,2,6,6-tetramethylpiperidin-4-yl)[1,3]thiazolo[4,5-c]pyridin-2-amine